1-vinyloxy-2,6-xylene C(=C)OC1=C(C=CC=C1C)C